1-(5-{[(5-Chlorothiophen-2-yl)methyl]amino}-3-[1-(1H-1,2,3,4-tetrazol-5-ylmethyl)piperidin-4-yl]-1H-pyrazol-1-yl)-2,2-dimethylpropan-1-on ClC1=CC=C(S1)CNC1=CC(=NN1C(C(C)(C)C)=O)C1CCN(CC1)CC1=NN=NN1